(R)-N-(3-(1-((2-Amino-5-chloropyridin-3-yl)oxy)ethyl)phenyl)-2,3-dihydro-1H-inden-5-carboxamid NC1=NC=C(C=C1O[C@H](C)C=1C=C(C=CC1)NC(=O)C=1C=C2CCCC2=CC1)Cl